CC1(CC(CC1)O)C 3,3-dimethyl-cyclopentanol